FC=1C=C(C(=NC1)OC)[C@@H]1N(CCC1)C1=NC=2N(C=C1)N=CC2C(=O)NC[C@@H](C)O 5-((R)-2-(5-fluoro-2-methoxypyridin-3-yl)pyrrolidin-1-yl)-N-((R)-2-hydroxypropyl)pyrazolo[1,5-a]pyrimidine-3-carboxamide